FC1=CC(=C(C#N)C=C1)I 4-fluoro-2-iodo-benzonitrile